C1(=CC=CC=C1)C1=C(C2=C(SC3=C2C=CC=C3)C=C1)C1=NN=NC(=C1C1=C(C(=CC=3C2=CC=CC=C2CC13)C)C)C1=C(C=CC=C1)C1=CC=CC=C1 phenyl[(biphenyl-yl)(dimethylfluorenyl)triazinyl]dibenzothiophene